triisopropyl-(4-(oxiran-2-yl)butoxy)silane C(C)(C)[Si](OCCCCC1OC1)(C(C)C)C(C)C